4-([1,1'-biphenyl]-4-ylmethyl)-2-methylthiophene-3-carboxylic acid C1(=CC=C(C=C1)CC=1C(=C(SC1)C)C(=O)O)C1=CC=CC=C1